FC1=C(C=CC2=C1CNS2(=O)=O)NC2=NNC(=C2)[C@H]2C[C@H](CC2)N2N=CC=CC2=O cis-2-(3-(3-((4-fluoro-1,1-dioxido-2,3-dihydrobenzo[d]isothiazol-5-yl)amino)-1H-pyrazol-5-yl)cyclopentyl)pyridazin-3(2H)-one